N-[2-(1-benzylpiperidin-4-yl)ethyl]-2-fluoro-4-(4-methylphenyl)benzamide C(C1=CC=CC=C1)N1CCC(CC1)CCNC(C1=C(C=C(C=C1)C1=CC=C(C=C1)C)F)=O